CC[C@H](C)[C@@H](C(=O)N[C@@H](CC(=O)N)C(=O)N[C@@H](CC(C)C)C(=O)N[C@@H](CCCCN)C(=O)N[C@@H](C)C(=O)N[C@@H]([C@@H](C)CC)C(=O)N[C@@H](C)C(=O)N[C@@H](C)C(=O)N[C@@H](CC1=CC=CC=C1)C(=O)N[C@@H](C)C(=O)N[C@@H](CCCCN)C(=O)N[C@@H](CCCCN)C(=O)N[C@@H](CC(C)C)C(=O)N[C@@H](CC(C)C)C(=O)N)N The molecule is a member of the class of mastopyrans that is a 14-amino acid polypeptide comprising isoleucyl, asparaginyl, leucyl, lysyl, alanyl, isoleucyl, alanyl, alanyl, phenylalanyl, alanyl, lysyl, lysyl, leucyl, and leucinamide residues coupled in sequence. It is the major active component of the venom of the hornet Vespa ducalis and causes degranulation of mast cells. It exhibits antimicrobial activity against both Gram-positive and -negative bacteria as well as haemolytic activity on chicken, human and sheep erythrocytes. It has a role as an antibacterial agent. It is a member of mastoparans and a peptidyl amide.